N[C@@H]1[C@@H](CCCC1)C(=O)O CIS-2-AMINO-1-CYCLOHEXANECARBOXYLIC ACID